FC=1C(=C(C(=C(C1)OC)C)C=1NC(C2=C(N1)N(C(=C2)C=2C=NC(=CC2)N2CCOCC2)S(=O)(=O)C2=CC=C(C)C=C2)=O)C (3-fluoro-5-methoxy-2,6-dimethylphenyl)-6-(6-morpholinopyridin-3-yl)-7-tosyl-3,7-dihydro-4H-pyrrolo[2,3-d]pyrimidin-4-one